C(C)(C)(C)OC(=O)N1C=C(C2=C(C=CC=C12)OC)CC(=O)N(CC1=CC=CC=C1)CC1=CC=CC=C1 3-(2-(dibenzylamino)-2-oxoethyl)-4-methoxy-1H-indole-1-carboxylic acid tert-butyl ester